2,3,4-tri-oxo-benzyl-alpha-L-rhamnopyranose O=C1C(C[C@]2(O)[C@H](O)[C@H](O)[C@@H](O)[C@@H](O2)C)C=CC(C1=O)=O